CN1N=C(C=C1)C1=C(C=C2C(=NC=NC2=C1)C=1C=NN(C1)C)[N+](=O)[O-] 7-(1-methyl-1H-pyrazol-3-yl)-4-(1-methyl-1H-pyrazol-4-yl)-6-nitroquinazoline